2,5-dianilino-3,6-dihydro-terephthalic acid dimethyl ester COC(C1=C(CC(C(=O)OC)=C(C1)NC1=CC=CC=C1)NC1=CC=CC=C1)=O